2-Bromo-5-(trifluoromethoxy)benzoyl-hydrazine BrC1=C(C(=O)NN)C=C(C=C1)OC(F)(F)F